NC1=C(C=C(C=N1)NC(C(=O)N1[C@H](CC[C@@H](C1)C)C1CN(CCC1)C)=O)C N-(6-amino-5-methyl-3-pyridyl)-2-[(2R,5S)-5-methyl-2-(1-methyl-3-piperidyl)-1-piperidyl]-2-oxo-acetamide